C(=O)(OC(C)(C)C)N1CCC(CC1)CN 1-boc-4-(aminomethyl)-piperidine